2-(6-chloro-8-fluoro-2-((1-methylpyrrolidin-2-yl)methoxy)-4-(3-vinyl-5,6-dihydroimidazo-[1,5-a]pyrazin-7(8H)-yl)quinazolin-7-yl)-3-fluorophenol ClC=1C=C2C(=NC(=NC2=C(C1C1=C(C=CC=C1F)O)F)OCC1N(CCC1)C)N1CC=2N(CC1)C(=NC2)C=C